(3S)-3-allyl-3-(5-chloro-2-methoxyphenyl)-6-(trifluoromethyl)indolin-2-one C(C=C)[C@@]1(C(NC2=CC(=CC=C12)C(F)(F)F)=O)C1=C(C=CC(=C1)Cl)OC